NCCS(=O)(=O)[O-].[Mg+2].NCCS(=O)(=O)[O-] magnesium taurate salt